N[C@H]1C[C@H](CCC1)NC(=O)C1=CN(CCS1)C1=C2C(=NC=C1)NC=C2C N-((1S,3R)-3-aminocyclohexyl)-4-(3-methyl-1H-pyrrolo[2,3-b]pyridin-4-yl)-3,4-dihydro-2H-1,4-thiazine-6-carboxamide